C(C1=CC=CC=C1)N1C(C=C(C2=CN=C(C(=C12)F)Cl)Cl)=O 1-Benzyl-4,7-dichloro-8-fluoro-1,6-naphthyridin-2(1H)-one